CC1=C(C=NN1)C1=CC=C2C(=N1)SC(=N2)NC2=NC=CC(=C2)N2C[C@@H](N(CC2)S(=O)(=O)C)C (S)-5-(5-methyl-1H-pyrazol-4-yl)-N-(4-(3-methyl-4-(methyl-sulfonyl)piperazin-1-yl)pyridin-2-yl)thiazolo-[5,4-b]pyridin-2-amine